6-(7-chloro-1,3-benzothiazol-4-yl)-N-methyl-N-(2,2,6,6-tetramethylpiperidin-4-yl)pyridazin-3-amine ClC1=CC=C(C=2N=CSC21)C2=CC=C(N=N2)N(C2CC(NC(C2)(C)C)(C)C)C